P(=O)(OCCCCOC(C(=C)C)=O)(OCCCCOC(C(=C)C)=O)[O-] di(methacryloyloxybutyl) phosphate